3-(2-fluorophenyl)-2-[(5-methoxy-1-benzofuran-2-carbonyl)amino]propanoic acid FC1=C(C=CC=C1)CC(C(=O)O)NC(=O)C=1OC2=C(C1)C=C(C=C2)OC